O=C(CNC(OC(C)(C)C)=O)N(C1=NC=2N([C@H](C(NC2C(=N1)C)=O)C)C)CC=1C=NN(C1)CC=1C=NC(=CC1)C(F)(F)F tert-butyl (7S)-(2-oxo-2-(((1-((6-(trifluoromethyl)pyridin-3-yl)methyl)-1H-pyrazol-4-yl)methyl)(4,7,8-trimethyl-6-oxo-5,6,7,8-tetrahydropteridin-2-yl)amino)ethyl)carbamate